(S)-3-((2-iodo-1-(methylsulfonyl)-1H-indol-3-yl)methyl)-3-methyl-2,3-dihydro-1H-inden-1-one IC=1N(C2=CC=CC=C2C1C[C@]1(CC(C2=CC=CC=C12)=O)C)S(=O)(=O)C